(S)-N-((R or S)-(3-chloro-2,4-difluorophenyl)(6-(2,2,2-trifluoroethoxy)pyridin-3-yl)methyl)-2-oxo-oxazolidine-5-carboxamide ClC=1C(=C(C=CC1F)[C@H](NC(=O)[C@@H]1CNC(O1)=O)C=1C=NC(=CC1)OCC(F)(F)F)F |o1:8|